COC(C)(C)C methyl-tert.butylether